1-(4-phenylthiophenyl)-1,2-octanedione-2-(O-benzoyl oxime) C(C1=CC=CC=C1)(=O)ON=C(C(=O)C1=CC=C(C=C1)SC1=CC=CC=C1)CCCCCC